S1C=NC2=C1C=CC(=C2)NC(=O)[C@H]2CN(CC2)S(=O)(=O)C=2C(=NOC2C)C (R)-N-(benzo[d]thiazol-5-yl)-1-((3,5-dimethylisoxazol-4-yl)sulfonyl)pyrrolidine-3-carboxamide